C(C)C1=NNC(=C1)C=1C(=C(C(=CC1)O)N1CC(NS1(=O)=O)=O)F 5-(3-(3-ethyl-1H-pyrazol-5-yl)-2-fluoro-6-hydroxyphenyl)-1,2,5-thiadiazolidin-3-one 1,1-dioxide